FC1=C2C=CC=NC2=CC(=C1NC1=NC=NC2=CC(=CC(=C12)O[C@H](C)C1COC1)C=1C=NN(C1)C)F (R)-N-(5,7-difluoroquinolin-6-yl)-7-(1-methyl-1H-pyrazol-4-yl)-5-(1-(oxetan-3-yl)ethoxy)quinazolin-4-amine